(+-)-(1S,2R,3R,5R)-3-amino-2-fluoro-8-azabicyclo[3.2.1]Octane-8-carboxylic acid tert-butyl ester C(C)(C)(C)OC(=O)N1[C@@H]2[C@@H]([C@@H](C[C@H]1CC2)N)F |r|